COCCNC(=O)C1=CC2=C(N(C(=N2)NC=2OC3=C(N2)C=CC(=C3)OC(F)(F)F)CCOC)C=C1 N,1-bis(2-methoxy-ethyl)-2-((6-(trifluoro-methoxy)benzo[d]-oxazol-2-yl)amino)-1H-benzo[d]imidazole-5-carboxamide